(E)-3-(5-(4-((1-(3-(4-(1-(4-hydroxyphenyl)-2-phenylbut-1-en-1-yl)phenyl)propyl)azetidin-3-yl)methyl)piperazin-1-yl)-1-oxoisoindolin-2-yl)piperidine-2,6-dione OC1=CC=C(C=C1)\C(=C(/CC)\C1=CC=CC=C1)\C1=CC=C(C=C1)CCCN1CC(C1)CN1CCN(CC1)C=1C=C2CN(C(C2=CC1)=O)C1C(NC(CC1)=O)=O